methyl 4-bromo-2,3-dihydro-1H-indene-2-carboxylate BrC1=C2CC(CC2=CC=C1)C(=O)OC